C(C)N(S(=O)(=O)NC=1C(=C(C(=O)C2=CNC3=NC=C(C=C32)C=3C=NC(=CC3)N3CCC(CC3)NC)C(=CC1)F)F)C 3-[3-[[Ethyl(methyl)sulfamoyl]amino]-2,6-difluoro-benzoyl]-5-[6-[4-(methylamino)-1-piperidyl]-3-pyridyl]-1H-pyrrolo[2,3-b]pyridine